trans-5,6-difluoro-1-[(4-methoxyphenyl)methyl]-3-(trifluoromethyl)-5,6-dihydro-cyclopenta[c]pyrazol-4-one F[C@@H]1C(C2=C(N(N=C2C(F)(F)F)CC2=CC=C(C=C2)OC)[C@H]1F)=O